FC=1C=C(C=C(C1)C(F)(F)F)C1(NC2=CC=C(C=C2N=C1NC1=CC(=CC(=C1)C(F)(F)F)F)[N+](=O)[O-])N 2,N3-bis(3-fluoro-5-(trifluoromethyl)phenyl)-6-nitroquinoxaline-2,3-diamine